1-fluoro-N-(6-((2-fluoro-[1,1'-biphenyl]-3-yl)methyl)-5-(1-hydroxycyclobutane-1-carbonyl)-5-azaspiro[2.4]heptan-7-yl)methanesulfonamide FCS(=O)(=O)NC1C(N(CC12CC2)C(=O)C2(CCC2)O)CC=2C(=C(C=CC2)C2=CC=CC=C2)F